BrC=1C=C2C=C3C(C=CC(C3=CC2=CC1)=O)=O 6-bromoanthracene-1,4-dione